CO[C@H]1[C@H](O[C@H]([C@@H]([C@H]1OC)OC)C)N(C(=O)OCCCOC1=C(C=CC=C1)Br)C1=CC=C(C=C1)C1=NN(C=N1)C1=CC=C(C=C1)OC(F)(F)F 3-((2-bromophenyl)oxy)propan-1-ol [(2S,3R,4R,5S,6S)-3,4,5-trimethoxy-6-methyl-tetrahydropyran-2-yl]-N-[4-[1-[4-(trifluorometh-oxy)phenyl]-1,2,4-triazol-3-yl]phenyl]carbamate